5-fluoro-2-[[(1S)-1-(5-fluoro-2-pyridinyl)ethyl]amino]-6-[(5-isopropoxy-1H-pyrazol-3-yl)amino]pyridin FC=1C=CC(=NC1NC1=NNC(=C1)OC(C)C)N[C@@H](C)C1=NC=C(C=C1)F